2-amino-2-methyl-1,3-Propanediol NC(CO)(CO)C